COC(CC(CC(=O)OC)=CC(=O)OC)=O 3-(Methoxycarbonylmethylene)glutaric acid dimethylester